[Si](C)(C)(C(C)(C)C)OCCCOC1=NN(C=C1[N+](=O)[O-])C=1C(=NC=CC1)OC 3-(3-(3-((tert-butyldimethylsilyl)oxy)propoxy)-4-nitro-1H-pyrazol-1-yl)-2-methoxypyridine